3-((1S,3S)-1-(3-bromo-5-ethoxyphenyl)-3-methylcyclobutyl)-4-methyl-4H-1,2,4-triazole BrC=1C=C(C=C(C1)OCC)C1(CC(C1)C)C1=NN=CN1C